(5-(2-amino-5-methylthiazol-4-yl)indolin-1-yl)(1-methyl-1H-imidazol-5-yl)methanone NC=1SC(=C(N1)C=1C=C2CCN(C2=CC1)C(=O)C1=CN=CN1C)C